2-[6-(5-Amino-4-cyano-1-isopropylpyrazol-3-yl)pyridin-3-yl]-N-[3-(2,4-dichlorophenyl)-1,2-oxazol-5-yl]propenamide NC1=C(C(=NN1C(C)C)C1=CC=C(C=N1)C(C(=O)NC1=CC(=NO1)C1=C(C=C(C=C1)Cl)Cl)=C)C#N